1-cyclopropyl-N1-methyl-2-((methylsulfonyl)methyl)benzene-1,4-diamine C1(CC1)C1(C(C=C(C=C1)N)CS(=O)(=O)C)NC